3-[(E)-3-(4-bromophenyl)prop-2-enoyl]-6-chloro-4-phenyl-1H-quinolin-2-one BrC1=CC=C(C=C1)/C=C/C(=O)C=1C(NC2=CC=C(C=C2C1C1=CC=CC=C1)Cl)=O